CIs-2,4,4,5-tetrafluoro-5-(trifluoromethyl)-1,3-dioxolane F[C@@H]1O[C@](C(O1)(F)F)(C(F)(F)F)F